C(C1=CC=CC=C1)N1CCC(CC1)CCNC(=O)N1[C@@H](CN(CC1)C1=CC(=CC=C1)OC(F)(F)F)C (2R)-N-[2-(1-benzylpiperidin-4-yl)ethyl]-2-methyl-4-[3-(trifluoromethoxy)phenyl]piperazine-1-carboxamide